C(C(=C)C)(=O)OCCSC1=CC=CC=C1 2-(phenylthio)ethyl methacrylate